C1(CC1)C=1NC(=NN1)C1CC2(CN(C2)C(=O)N2CC3(C2)CCC(CC3)CC3=NC=C(C=C3F)F)C1 [6-(5-cyclopropyl-4H-1,2,4-triazol-3-yl)-2-azaspiro[3.3]heptan-2-yl]-[7-[(3,5-difluoro-2-pyridyl)methyl]-2-azaspiro[3.5]nonan-2-yl]methanone